(S)- and (R)-2-((4-cyanophenEthyl)amino)-2-(3-fluorophenyl)-N-(5-(1-methyl-1H-pyrazol-4-yl)-pyridin-2-yl)acetamide C(#N)C1=CC=C(CCN[C@H](C(=O)NC2=NC=C(C=C2)C=2C=NN(C2)C)C2=CC(=CC=C2)F)C=C1 |r|